C(O)C1(NC(NC(N1)(N)CO)(N)CO)CO tetramethylol-2,4-diamino-1,3,5-triazine